3-allyl-2,4-pentanediol benzoate phenylglyoxylate C1(=CC=CC=C1)C(C(=O)OC(C(C(C)OC(C1=CC=CC=C1)=O)CC=C)C)=O